N-((1H-imidazol-4-yl)methyl)-4-bromothiophen-3-amine N1C=NC(=C1)CNC1=CSC=C1Br